CC=1N(C2=CC=CC=C2C1C(=O)OC)[C@H](C)C1CCC(CC1)=O Methyl (R)-2-methyl-1-(1-(4-oxocyclohexyl) ethyl)-1H-indole-3-carboxylate